Azetidine trichloroacetimidate ClC(C(O)=N)(Cl)Cl.N1CCC1